ClC=1C=C2C(=NC(=NC2=C(C1C1=C(C=CC=C1OC)F)F)CCN(C1=NC=CC=N1)CC1=C(C=C(C=C1)OC)OC)N1CCN(CC1)C(=O)OC(C)(C)C tert-Butyl 4-(6-chloro-2-(2-((2,4-dimethoxybenzyl)(pyrimidin-2-yl)amino)ethyl)-8-fluoro-7-(2-fluoro-6-methoxyphenyl)quinazolin-4-yl)piperazine-1-carboxylate